C1N(CC12CCOCC2)C2=NC=CC(=N2)COC2=CC=C(C=C2)C(C)(C)C2=CC=C(OC1CC(C1)NC=1C=C3C(N(C(C3=CC1)=O)C1C(NC(CC1)=O)=O)=O)C=C2 5-(((1s,3s)-3-(4-(2-(4-((2-(7-oxa-2-azaspiro[3.5]non-2-yl)Pyrimidin-4-yl)methoxy)phenyl)propan-2-yl)phenoxy)cyclobutyl)amino)-2-(2,6-dioxopiperidin-3-yl)isoindoline-1,3-dione